C1(CCC1)NC(C[C@H](CCN1CCCCC1)NC(=O)C1=NN(C(=C1)C1=C(C=C(C=C1)F)OCC(F)(F)F)C1CCCC1)=O (3S)-N-cyclobutyl-3-({1-cyclopentyl-5-[4-fluoro-2-(2,2,2-trifluoroethoxy)phenyl]-1H-pyrazol-3-yl}formamido)-5-(piperidin-1-yl)pentanamide